3λ2-thiazole S1C[N]C=C1